3-chloro-5-(4,4,5,5-tetramethyl-1,3-dioxolan-2-yl)-4-(trifluoromethyl)aniline ClC=1C=C(N)C=C(C1C(F)(F)F)C1OC(C(O1)(C)C)(C)C